C(CC=C)C=1C=C(C=C2C=3C=C(C(=CC3C3=C(C(=CC=C3C12)OCCCCC)OCCCCC)OCCCCC)OCCCCC)OCCCCC 8-(but-3-en-1-yl)-2,3,6,11,12-pentakis(pentyloxy)triphenylene